(R)-4-fluoro-pivaloyl-phenylalanine FC1=CC=C(C[C@@H](NC(C(C)(C)C)=O)C(=O)O)C=C1